6-methyl-5-oxo-4-(4-(trifluoromethyl)benzoyl)-1,4-diazepane-1,6-dicarboxylate CC1(C(N(CCN(C1)C(=O)[O-])C(C1=CC=C(C=C1)C(F)(F)F)=O)=O)C(=O)[O-]